FC(C(=O)N1CC(C1)N1C(N(C=2C1=NC(=CC2)OC)C2=CC=C(C=C2)C(F)(F)F)=O)=C 3-(1-(2-fluoroacryloyl)azetidin-3-yl)-5-methoxy-1-(4-(trifluoromethyl)phenyl)-1,3-dihydro-2H-imidazo[4,5-b]pyridin-2-one